Ethyl 5-amino-3-fluoro-2-(1-methyl-1H-indazol-6-yl)benzoate NC=1C=C(C(=C(C(=O)OCC)C1)C1=CC=C2C=NN(C2=C1)C)F